C(C=C)(=O)N1CC(NC2=CC=CC=C12)=O 4-propenoyl-3,4-dihydroquinoxalin-2(1H)-one